FC1=CC=C(C=C1)C(CNC1=NC=C(C=N1)C(=O)OC)(C)C methyl 2-{[2-(4-fluorophenyl)-2-methylpropyl]amino}pyrimidine-5-carboxylate